alpha-methyl-3,4-dihydromethylenephenylpropionaldehyde CC(C=O)(C=C)C1=CCCC=C1